17-[2-[bis(trideuteriomethyl)amino]ethyl]-14-fluoro-9,16-dimethyl-10-oxa-2,12,18,20-tetrazapentacyclo[9.7.1.14,7.02,8.015,19]icosa-1(18),11(19),12,14,16-pentaene-20-carboxylate [2H]C([2H])([2H])N(CCC1=C(C2=C(C=NC=3OC(C4C5CCC(CN4C(=N1)C23)N5C(=O)[O-])C)F)C)C([2H])([2H])[2H]